NC=1C=2N(C=CN1)C(=CC2C2=CC=C(C=C2)C=2C(=C(C(N(C2)C2=CC=C(C=C2)F)=O)C(=O)N)OCC)C2CCN(CC2)C(C(C)C)=O (4-(1-amino-6-(1-isobutyrylpiperidin-4-yl)pyrrolo[1,2-a]pyrazin-8-yl)phenyl)-4-ethoxy-1-(4-fluorophenyl)-2-oxo-1,2-dihydropyridine-3-carboxamide